BrC=1C=C(C=CC1)C(C=1N(C(=NN1)S)C)C1CCCC1 5-((3-bromophenyl)(cyclopentyl)methyl)-4-methyl-4H-1,2,4-triazole-3-thiol